2-chloro-6-(trifluoromethyl)pyridin-4-amine ClC1=NC(=CC(=C1)N)C(F)(F)F